Didodecyl 3,3'-thiodipropionate S(CCC(=O)OCCCCCCCCCCCC)CCC(=O)OCCCCCCCCCCCC